Ethyl (E)-3-[3-[2-[[2-(tert-butylcarbamoyl)-4-pyridyl]amino]-2-oxo-ethyl]-4-methoxy-phenyl]prop-2-enoate C(C)(C)(C)NC(=O)C1=NC=CC(=C1)NC(CC=1C=C(C=CC1OC)/C=C/C(=O)OCC)=O